C(C1=CC=CC=C1)N1C(C(NC2=CC(=CC=C12)C)=O)C(F)F 4-benzyl-3-(difluoromethyl)-7-methyl-3,4-dihydroquinoxalin-2(1H)-one